4-hydroxymethyl-8-pentoxycarbonyl-tricyclo[5.2.1.02,6]decane OCC1CC2C3CC(C(C2C1)C3)C(=O)OCCCCC